NC1=C(C=C(C(=O)OC)C=C1OC1COC1)NC[C@H]1OCC1 methyl (S)-4-amino-3-((oxetan-2-ylmethyl)amino)-5-(oxetan-3-yloxy)benzoate